cis-N-[(6-methylmorpholin-2-yl)methyl]methanesulfonamide C[C@@H]1O[C@@H](CNC1)CNS(=O)(=O)C